tert-butyl 1,6-diazaspiro[3.4]octane-1-carboxylate N1(CCC12CNCC2)C(=O)OC(C)(C)C